C1(=CC=CC=C1)CCN=C=S β-phenylethylisothiocyanate